2-(4-(5-(aminomethyl)-6-oxo-1,6-dihydropyridine-3-carbonyl)-3,3-dimethylpiperazin-1-yl)-N-(5-(4-fluorophenoxy)pyridin-2-yl)propanamide NCC1=CC(=CNC1=O)C(=O)N1C(CN(CC1)C(C(=O)NC1=NC=C(C=C1)OC1=CC=C(C=C1)F)C)(C)C